C1(CC1)N(C1=C(C(=NC=N1)NCC1(CCN(CC1)C(=O)OC(C)(C)C)C1=CN=NN1)F)CC1=CC=C(C=C1)C(F)(F)F tert-Butyl 4-(((6-(cyclopropyl(4-(trifluoromethyl)benzyl)amino)-5-fluoropyrimidin-4-yl)amino)methyl)-4-(1H-1,2,3-triazol-5-yl)piperidine-1-carboxylate